ClC=1C=C2C(NC(=NC2=CC1)CN1CC2(C3=CC=CC=C13)CCCC2)=O 6-chloro-2-(spiro[cyclopentane-1,3'-indoline]-ylmethyl)-3H-quinazolin-4-one